N-(5-CYANO-6-(2H-1,2,3-TRIAZOL-2-YL)PYRIDIN-3-YL)-4-CYCLOPROPYL-3-(1-METHYL-1,2,3,6-TETRAHYDRO-PYRIDIN-4-YL)ISOTHIAZOLE-5-CARBOXAMIDE C(#N)C=1C=C(C=NC1N1N=CC=N1)NC(=O)C1=C(C(=NS1)C=1CCN(CC1)C)C1CC1